CC1=C(C2=CC=CC=C2C=C1)CC(=O)N 2-Methyl-1-naphthaleneacetamide